C(C)NC1=NC(NC=C1)=O N-ethyl-cytosine